FC1=CC=C(C=C1)COC1=C(C=C(C(=O)NC2=CC(=CC=C2)C2=NN3C(S2)=NC=C3)C=C1)OC 4-[(4-fluorophenyl)methoxy]-N-(3-{imidazo[2,1-b][1,3,4]thiadiazol-2-yl}phenyl)-3-methoxybenzamide